IC=1C(=C(C=CC1)C(C)=O)C 1-(3-iodo-2-methylphenyl)ethanone